7-((S)-1-{4-[(S)-1-(4-propenoyl-piperazin-1-yl)-propyl]-phenyl}-ethylamino)-1-ethyl-1H-[1,6]naphthyridin-2-one C(C=C)(=O)N1CCN(CC1)[C@@H](CC)C1=CC=C(C=C1)[C@H](C)NC1=NC=C2C=CC(N(C2=C1)CC)=O